O=C1NC(=CC2=C1C=CS2)C=2C=C(C#N)C=CC2 3-(4-oxo-5H-thieno[3,2-c]pyridin-6-yl)benzonitrile